2-(bromomethyl)-5-((4-methoxybenzyl)oxy)-4H-pyran-4-one BrCC=1OC=C(C(C1)=O)OCC1=CC=C(C=C1)OC